C(CCCCCCCCCCCCCCCCCCCCCCCCCCCCO)O nonacosane-1,29-diol